C1(CC1)N(C(OC(C)(C)C)=O)C1CN(CC1)C=1C=C2N=CC(=NC2=CC1)C1=CC2=CN(N=C2C(=C1OCOC)F)C tert-butyl N-cyclopropyl-N-[1-[2-[7-fluoro-6-(methoxymethoxy)-2-methyl-indazol-5-yl] quinoxalin-6-yl] pyrrolidin-3-yl]carbamate